ClC1=NC=C(C(=N1)Cl)C1CC1 2,4-dichloro-5-cyclopropyl-pyrimidine